2-(((2,2-difluorocyclopropyl)methyl)amino)-5-(N-(1-methylcyclopropyl)sulfamoyl)benzamide FC1(C(C1)CNC1=C(C(=O)N)C=C(C=C1)S(NC1(CC1)C)(=O)=O)F